C[Si](OC)(OC)C(=C(C(=O)O)C)CCC.C(C)O[Si](OCC)(OCC)CCCOC(C(=C)C)=O.C(C(=C)C)(=O)OCCC[Si](OC)(OC)OC trimethoxysilylpropyl methacrylate triethoxysilylpropyl-methacrylate methyl-dimethoxysilyl-propyl-methacrylate